tert-butyl N-[3-cyclopropyl-5-(4,4,5,5-tetramethyl-1,3,2-dioxaborolan-2-yl)phenyl]carbamate C1(CC1)C=1C=C(C=C(C1)B1OC(C(O1)(C)C)(C)C)NC(OC(C)(C)C)=O